2-phenyl-1,3,5-triazine-4,6-dithiol C1(=CC=CC=C1)C1=NC(=NC(=N1)S)S